(S)-N-(1-(3-(5-(1-amino-1,3-dihydrospiro[indene-2,4'-piperidin]-1'-yl)-6-(hydroxymethyl)pyrazin-2-yl)prop-2-yn-1-yl)-1H-indazol-6-yl)acetamide N[C@@H]1C2=CC=CC=C2CC12CCN(CC2)C=2N=CC(=NC2CO)C#CCN2N=CC1=CC=C(C=C21)NC(C)=O